7-bromo-3-ethyl-8-methylquinoxalin-2(1H)-one BrC1=CC=C2N=C(C(NC2=C1C)=O)CC